COCCOC1=CC2=C(N=C(O2)NC2=NC3=C(N2C)C=CC(=C3)C(=O)O)C=C1 ((6-(2-methoxyethoxy)benzo[d]oxazol-2-yl)amino)-1-methyl-1H-benzo[d]imidazole-5-carboxylic acid